CC1(CC=CC=C1)CCO toluene-1-ethanol